N-tert-butyl-2-{[2-(7-methoxyisoquinolin-3-yl)-5H,6H,7H-cyclopenta[d]pyrimidin-4-yl](methyl)amino}acetamide C(C)(C)(C)NC(CN(C)C=1C2=C(N=C(N1)C=1N=CC3=CC(=CC=C3C1)OC)CCC2)=O